[PH2](OC(C1=C(C=C(C=C1C)C)C)=O)=O.[Li] lithium (2,4,6-trimethylbenzoyl) phosphinate